C(C=C)(=O)O.O water acrylate